ClC1=C(C=C(C(=N1)OC)N)[N+](=O)[O-] 6-chloro-2-methoxy-5-nitropyridin-3-amine